CC1=CC=C(C=N1)S(=O)(=O)NC=1C(=NC=C(C1)C1=CC=2C3=C(C=NC2C=C1)N(C(C31CCC1)=O)C)N1CCN(CC1)C 6-Methyl-N-(5-(3'-methyl-2'-oxo-2',3'-dihydrospiro[cyclobutane-1,1'-pyrrolo[2,3-c]quinolin]-8'-yl)-2-(4-methylpiperazin-1-yl)pyridin-3-yl)pyridine-3-sulfonamide